C(C)(C)C=1C(=NNC1C=1C=C(C=2N(C1)N=CN2)OC)C=2SC(=CN2)N2[C@H]1CN([C@@H](C2)C1)CCC 2-(4-isopropyl-5-(8-methoxy-[1,2,4]triazolo[1,5-a]pyridin-6-yl)-1H-pyrazol-3-yl)-5-((1R,4R)-5-propyl-2,5-diazabicyclo[2.2.1]heptan-2-yl)thiazole